2-oxo-4-[(3S)-2-oxopyrrolidin-3-yl]butyl oxo(phenyl)acetate O=C(C(=O)OCC(CC[C@@H]1C(NCC1)=O)=O)C1=CC=CC=C1